azodiisobutanoic acid N(=NC(C(=O)O)(C)C)C(C(=O)O)(C)C